C(C)S(=O)(=O)N1C[C@@H]([C@H](CC1)C1=NC(=C(C=2N1N=C(N2)N)OC(C)C)C=2C=NNC2)C ((3R,4S)-1-(ethylsulfonyl)-3-methylpiperidin-4-yl)-8-isopropoxy-7-(1H-pyrazol-4-yl)-[1,2,4]triazolo[1,5-c]pyrimidin-2-amine